2-(3-(3-ethoxy-3-oxopropyl)-2-fluorophenyl)propanoic acid C(C)OC(CCC=1C(=C(C=CC1)C(C(=O)O)C)F)=O